2-amino-4-(4-fluorophenyl)butanoic acid NC(C(=O)O)CCC1=CC=C(C=C1)F